CN(C(C(CNCCC[C@H](C(C)C)N1CC2(C1)CN(CC2)C=2N=CN=NC2OC2=C(C(=O)N(C(C)C)CC)C=C(C=C2)F)C)=O)C 2-((5-(2-((3R)-6-((3-(dimethylamino)-2-methyl-3-oxopropyl)amino)-2-methylhex-3-yl)-2,6-diazaspiro[3.4]oct-6-yl)-1,2,4-triazin-6-yl)oxy)-N-ethyl-5-fluoro-N-isopropylbenzamide